[Br-].C(C)[NH+](C)CC diethylmethylazanium bromide